C1(CCCC1)OC1=CC(=NC=C1)C(=O)N[C@@H]1C(N(C2=C(OC1)C=CC(=C2)C#CC(C)(C)O)C)=O (S)-4-(Cyclopentyloxy)-N-(7-(3-hydroxy-3-methylbut-1-yn-1-yl)-5-methyl-4-oxo-2,3,4,5-tetrahydrobenzo[b][1,4]oxazepin-3-yl)picolinamid